FC=1C=C2C(=C(NC2=C(C1)F)C1=CC=C(C=C1)F)CCC(=O)NC1=NOC(=N1)C 3-[5,7-difluoro-2-(4-fluorophenyl)-1H-indol-3-yl]-N-(5-methyl-1,2,4-oxadiazol-3-yl)propanamide